C(C1=CC=CC=C1)[C@@H]1N([C@@H]2CC[C@H]1C2)C2=NC(=CC(=C2)N2C[C@H](OCC2)C)OCC2=CC=C(C=C2)OC (R)-4-(2-((1R,3S,4S)-3-benzyl-2-azabicyclo[2.2.1]heptan-2-yl)-6-((4-methoxybenzyl)oxy)pyridin-4-yl)-2-methylmorpholine